2-bromo-4-methoxy-benzaldehyde BrC1=C(C=O)C=CC(=C1)OC